C(CCCCCCCCCCC)(=O)N[C@@H](C(C)C)C(=O)O N-lauroyl-valine